(7-((3-(hexylthio)-2-methylpropanoyl)oxy)n-heptyl)(2-hydroxyethyl)amine C(CCCCC)SCC(C(=O)OCCCCCCCNCCO)C